Lithium-lanthanum-zirconium oxygen 1-((1S,5S)-6,6-Dimethylbicyclo[3.1.1]heptan-2-yl)pent-4-en-1-one CC1([C@H]2CCC([C@@H]1C2)C(CCC=C)=O)C.[O].[Zr].[La].[Li]